BrC1=C(C2=CC=CC=C2C=C1)C1=C(C=CC2=CC=CC=C12)Br 2,2'-dibromo-1,1'-binaphthyl